5-BUTOXY-2,4-DICHLOROPHENYLBORONIC ACID C(CCC)OC=1C(=CC(=C(C1)B(O)O)Cl)Cl